C(C)(C)OC(NC1=NC2=C(N1)C=C(C=C2)C)=O (6-methyl-1H-benzo[d]imidazol-2-yl)carbamic acid isopropyl ester